NC1=NC=CC(=C1C#CC1CCCC1)C=1C=CC(=C(C#N)C1)F 5-(2-Amino-3-(cyclopentylethynyl)pyridin-4-yl)-2-fluorobenzonitrile